C(C)OC1=CC=CC(=N1)C1=CC=C(C=C1)[C@@H](C)N1N=CC2=CC=CC(=C12)C(=O)NC1CC2(CCC2)C1 (Sa)-6-(1-((R)-1-(4-(6-Ethoxypyridin-2-yl)phenyl)ethyl)-1H-indazol-7-carboxamido)spiro[3.3]heptan